C(C)[S+](=O)(CC)CC triethyl-sulfoxonium